4-Amino-N-tert-butylbenzamide NC1=CC=C(C(=O)NC(C)(C)C)C=C1